C(C)N1N=CC(=C1C1=NC=C(C=C1F)NCC)C(=O)N[C@@H]1C(NC2=C(C(=N1)C1=CC=CC=C1)C=CC=C2F)=O 1-Ethyl-5-[5-(ethylamino)-3-fluoropyridin-2-yl]-N-[(3S)-9-fluoro-2-oxo-5-phenyl-1,3-dihydro-1,4-benzodiazepine-3-yl]Pyrazole-4-carboxamide